CC1=C(C=O)C=C(C=C1)[N+](=O)[O-] 2-methyl-5-nitro-benzaldehyde